2-(3-(1-acetylpiperidin-4-yl)-5'-fluoro-1'-methyl-1H,1'H-[4,6'-biindazol]-1-yl)-N-(1,6-naphthyridin-4-yl)acetamide C(C)(=O)N1CCC(CC1)C1=NN(C=2C=CC=C(C12)C1=C(C=C2C=NN(C2=C1)C)F)CC(=O)NC1=CC=NC2=CC=NC=C12